(2R)-2-((4-chloro-6-(2-(6-ethoxypyridin-3-yl)propyl)-1,3,5-triazin-2-yl)amino)-4-methylpentan-1-ol ClC1=NC(=NC(=N1)CC(C)C=1C=NC(=CC1)OCC)N[C@@H](CO)CC(C)C